[N+](=O)([O-])C1=C(C=CC=C1)C1=NNC(=C1)CO (3-(2-nitrophenyl)-1H-pyrazol-5-yl)methanol